2-benzyloctahydrocyclopenta[c]Pyrrol-4-amine C(C1=CC=CC=C1)N1CC2C(C1)C(CC2)N